N[C@@H](CC(=O)OC1=CC=CC=C1)C(=O)OCC1=CC(=CC(=C1)[N+](=O)[O-])[N+](=O)[O-] 1-(3,5-dinitrobenzyl) 4-phenyl L-aspartate